CC([C@@H](C(=O)O)N(CC1=CC=C(C=C1)C1=C(C=CC=C1)C=1N=NNN1)C(CCCC)=O)C (2S)-3-methyl-2-[pentanoyl-[[4-[2-(2H-tetrazol-5-yl)phenyl]phenyl]methyl]amino]butanoic acid